tert-butyl (1-(4-amino-6,7-dimethoxyquinazolin-2-yl)azetidin-3-yl)carbamate NC1=NC(=NC2=CC(=C(C=C12)OC)OC)N1CC(C1)NC(OC(C)(C)C)=O